tert-Butyl 8-bromo-2,3-dihydrobenzo[f][1,4]thiazepine-4(5H)-carboxylate 1,1-dioxide BrC1=CC2=C(CN(CCS2(=O)=O)C(=O)OC(C)(C)C)C=C1